NC=1C=C(C[C@H](N)C(=O)O)C=CC1O 3-amino-tyrosine